FC1(CN(CCC1)C1CCNCC1)F 3,3-difluoro-1-(4-piperidyl)piperidine